COC1=C(C=CC=C1)N1CCN(CC1)CCCCNC(=O)N1CC2=NC=CC=C2C1 N-(4-(4-(2-Methoxyphenyl)piperazin-1-yl)butyl)-5,7-dihydro-6H-pyrrolo[3,4-b]pyridine-6-carboxamide